2-((Tert-butyldimethylsilyloxy)ethyl)benzaldehyde [Si](C)(C)(C(C)(C)C)OCCC1=C(C=O)C=CC=C1